N-ethyl-5-(8-fluoro-[1,2,4]triazolo[1,5-a]pyridin-6-yl)-7H-pyrrolo[2,3-d]pyrimidin-2-amine C(C)NC=1N=CC2=C(N1)NC=C2C=2C=C(C=1N(C2)N=CN1)F